Cl.BrC1=CC=C(C=C1)ON O-(4-bromophenyl)hydroxylamine hydrochloride